3,5-Dimethyl-4-methoxyamphetamine hydrochloride Cl.CC=1C=C(CC(N)C)C=C(C1OC)C